FC1=C(C=CC(=C1)OCCCC1CCN(CC1)C(=O)OC(C)C)CC(=O)O 2-(2-fluoro-4-(3-(1-(isopropoxycarbonyl)piperidin-4-yl)propoxy)phenyl)acetic acid